ethynyl-4H-pyran C(#C)C=1OC=CCC1